1-(2-(2-(1H-tetrazol-5-yl)phenyl)-6-(benzyl(isobutyl)amino)pyridin-4-yl)-3-(2,4-difluorophenyl)urea N1N=NN=C1C1=C(C=CC=C1)C1=NC(=CC(=C1)NC(=O)NC1=C(C=C(C=C1)F)F)N(CC(C)C)CC1=CC=CC=C1